diethyl 4-ethynylphenyl phosphate P(=O)(OCC)(OCC)OC1=CC=C(C=C1)C#C